4-(4-(5,7-Dimethylpyrazolo[1,5-A]Pyrimidine-3-Carboxamido)Phenyl)Butanoic Acid CC1=NC=2N(C(=C1)C)N=CC2C(=O)NC2=CC=C(C=C2)CCCC(=O)O